lithium bis(2,3,4,5-tetrafluorocatechol) borate B([O-])([O-])[O-].FC1(C(O)C=C(C(=C1F)F)F)O.FC1(C(O)C=C(C(=C1F)F)F)O.[Li+].[Li+].[Li+]